benzyl (S)-2-(cyclohexanesulfonylamino)-4-methylpentanoate C1(CCCCC1)S(=O)(=O)N[C@H](C(=O)OCC1=CC=CC=C1)CC(C)C